3-[3-(3-cyclopropyl-2-fluorophenoxy)-6-methylpyridazin-4-yl]-5-[(2,4-dimethylphenyl)methyl]-5,6-dihydro-4H-1,2,4-oxadiazine C1(CC1)C=1C(=C(OC=2N=NC(=CC2C2=NOCC(N2)CC2=C(C=C(C=C2)C)C)C)C=CC1)F